4-[[(2R,3S,4S,SR)-3-(3,4-difluoro-2-vinyl-phenyl)-4,5-dimethyl-5-(trifluoromethyl)tetrahydrofuran-2-carbonyl]amino]pyridine-2-carboxamide FC=1C(=C(C=CC1F)[C@H]1[C@@H](O[C@@]([C@H]1C)(C(F)(F)F)C)C(=O)NC1=CC(=NC=C1)C(=O)N)C=C |&1:11|